4-((5-(5-(difluoromethyl)-2,4-difluoro-3-hydroxyphenyl)-1,3,4-thiadiazol-2-yl)methyl)-6-(2,2,2-trifluoroethyl)-4,6-diazaspiro[2.4]heptane-5,7-dione FC(C=1C(=C(C(=C(C1)C1=NN=C(S1)CN1C2(CC2)C(N(C1=O)CC(F)(F)F)=O)F)O)F)F